2-((4-Amino-3-(1H-pyrazol-4-yl)-1H-pyrazolo[3,4-d]pyrimidin-1-yl)methyl)-3-phenyl-4H-chromen-4-one NC1=C2C(=NC=N1)N(N=C2C=2C=NNC2)CC=2OC1=CC=CC=C1C(C2C2=CC=CC=C2)=O